CC1=C(C=C(C=C1)C(NC1=CC(=CC=C1)C(F)(F)F)=O)[C@@H]1CN(CC1)C(=O)OC(C)(C)C tert-butyl (R)-3-(2-methyl-5-((3-(trifluoromethyl)phenyl) carbamoyl)phenyl)pyrrolidine-1-carboxylate